OC1=CC=NC2=CC=C(C=C12)C1=C2C=C(C(=CC2=CC2=C1C(OC2)=O)OC)OC 9-(4-hydroxyquinolin-6-yl)-6,7-dimethoxynaphtho[2,3-c]furan-1(3H)-one